CC1=C(C#N)C=CC=C1[C@@H](C)NC1=NN=C(C=2C=C3C(=CC12)N(CC3(C)C)C3COCC3)C 2-methyl-3-((1R)-1-((3,3,5-trimethyl-1-(tetrahydrofuran-3-yl)-2,3-dihydro-1H-pyrrolo[2,3-g]phthalazin-8-yl)amino)ethyl)benzonitrile